N-phenyl-1-(3-fluoro-4-{6-methoxy-7-[3-(4-methyl-1-piperazinyl)propoxy]quinolin-4-yloxy}phenyl)-4-methyl-6-oxo-1,6-dihydropyridazine-3-carboxamide C1(=CC=CC=C1)NC(=O)C1=NN(C(C=C1C)=O)C1=CC(=C(C=C1)OC1=CC=NC2=CC(=C(C=C12)OC)OCCCN1CCN(CC1)C)F